2-ureido-4-amino-1,3,5-triazine N(C(=O)N)C1=NC=NC(=N1)N